O1CC(C1)=NNC(=O)OC(C)(C)C tert-butyl 2-(oxetan-3-ylidene)hydrazine-1-carboxylate